C(C)(C)(C)OC(CCC(C(=O)N)NC(C1=C(C(=CC=C1)OCC=1C=NC(=CC1)SC1CCN(CC1)C1=C(C=C(C=C1)C#N)F)[N+](=O)[O-])=O)=O 5-amino-4-(3-((6-((1-(4-cyano-2-fluorophenyl)piperidin-4-yl)thio)pyridin-3-yl)methoxy)-2-nitrobenzamido)-5-oxopentanoic acid tert-butyl ester